BrC1=C(C=C2C(=NC(=NC2=C1F)OCC12CCCN2CCC1)N1C[C@H]2CC[C@@H](C1)N2C(=O)OC(C)(C)C)Cl (1R,5s)-tert-butyl 3-(7-bromo-6-chloro-8-fluoro-2-((hexahydro-1H-pyrrolizin-7a-yl) methoxy) quinazolin-4-yl)-3,8-diazabicyclo[3.2.1]octane-8-carboxylate